COC1=CC=C(C=C1)CNCC1=NC=CC(=C1)N1CCCCC1 1-(4-methoxyphenyl)-N-[[4-(1-piperidyl)-2-pyridyl]methyl]-methanamine